C(C)OC(=O)C=1C(N(C2=NC=C(C=C2C1C)Br)CCN1CCOCC1)=O 6-bromo-4-methyl-1-(2-morpholinoethyl)-2-oxo-1,2-dihydro-1,8-naphthyridine-3-carboxylic acid ethyl ester